N1=CC=C(C=C1)CN1N=C(C=C1)C=1C(=C(C(=O)N)C=CC1)C(F)(F)F (1-(Pyridin-4-ylmethyl)-1H-pyrazol-3-yl)-2-(trifluoromethyl)benzamide